ClC=1C(=C(C=CC1)NN1C(=CC=2C(NCCC21)=O)C2=C(C=NC=C2)C#CC2(CC2)O)OC [(3-chloro-2-methoxyphenyl)amino]-2-[3-[2-(1-hydroxycyclopropyl)ethynyl]pyridin-4-yl]-1H,5H,6H,7H-pyrrolo[3,2-c]pyridin-4-one